NC1CC(C1)N(C=1N=CC(=NC1)C1=C(C=C(C=C1)N1C=NC=C1)O)C 2-(5-(((1s,3s)-3-aminocyclobutyl)(methyl)amino)pyrazin-2-yl)-5-(1H-imidazol-1-yl)phenol